1,3,2-dioxathiane-2-oxide O1S(OCCC1)=O